C(C1=CC=CC=C1)OC(=O)NCC1=C(C=NN1C)C=1N=C(C(=NC1)O[C@@H]1C[C@H](CC1)C(=O)OCC)C Trans-ethyl 3-((5-(5-((((benzyloxy)carbonyl)amino)methyl)-1-methyl-1H-pyrazol-4-yl)-3-methylpyrazin-2-yl)oxy)cyclopentanecarboxylate